FC1=C(C(=CC=C1)C)C=1C=C(C=2C=C(N=CC2C1)N)N[C@H]1CN(CC1)C 7-(2-fluoro-6-methyl-phenyl)-N5-[(3R)-1-methylpyrrolidin-3-yl]isoquinoline-3,5-diamine